heptanediol chloroacetate ClCC(=O)OC(CCCCCC)O